2-(4-aminophenyl)-1-((1R,5S)-3-(7-(3-hydroxynaphthalen-1-yl)-2-(((S)-1-methylpyrrolidin-2-yl)methoxy)quinazolin-4-yl)-3,8-diazabicyclo[3.2.1]octan-8-yl)ethan-1-one NC1=CC=C(C=C1)CC(=O)N1[C@H]2CN(C[C@@H]1CC2)C2=NC(=NC1=CC(=CC=C21)C2=CC(=CC1=CC=CC=C21)O)OC[C@H]2N(CCC2)C